F[C@@H]1C[C@@]2(CCCN2C1)COC1=NC2=C(C(=CC=C2C(=N1)N1CC2CCC(C1)N2)C=2C=C(C=C(C2C2CC2)Cl)O)F 3-(2-{[(2R,7aS)-2-fluoro-hexahydro-1H-pyrrolizin-7a-yl]methoxy}-4-{3,8-diazabicyclo[3.2.1]octan-3-yl}-8-fluoroquinazolin-7-yl)-5-chloro-4-cyclopropylphenol